NC1=CC=C(C(=N1)N1N=CC(=C1C(F)(F)F)C(=O)NC=1C=NC(=C(C1)C#N)N1N=CC=N1)C(F)(F)F 1-(6-amino-3-(trifluoromethyl)pyridin-2-yl)-N-(5-cyano-6-(2H-1,2,3-triazol-2-yl)pyridin-3-yl)-5-(trifluoromethyl)-1H-pyrazole-4-carboxamide